C(#N)C1=CC(=C(OC(C(=O)NC=2SC3=C(N2)C=C(C(=C3)OC)OC)C3=CC=C(C=C3)S(=O)(=O)CC)C=C1)F 2-(4-Cyano-2-fluoro-phenoxy)-N-(5,6-dimethoxy-benzothiazol-2-yl)-2-(4-ethanesulfonyl-phenyl)-acetamide